methyl (1R,3R)-3-{[(tert-butoxy)carbonyl]amino}cyclopentane-1-carboxylate C(C)(C)(C)OC(=O)N[C@H]1C[C@@H](CC1)C(=O)OC